7-((3-bromo-2-methylbenzyl)oxy)-N-methylchroman-4-amine BrC=1C(=C(COC2=CC=C3C(CCOC3=C2)NC)C=CC1)C